1-(2-(6-(trifluoromethyl)imidazo[1,2-a]pyrazin-3-yl)pyrimidin-4-yl)piperidin-4-ol FC(C=1N=CC=2N(C1)C(=CN2)C2=NC=CC(=N2)N2CCC(CC2)O)(F)F